(2R,4R)-1-(3-chloro-2-fluorobenzyl)-4-((5-fluoro-6-((5-methyl-1H-pyrazol-3-yl)amino)-4-(morpholine-4-carbonyl)pyridin-2-yl)methyl)-2-methylpiperidine-4-carboxylic acid ClC=1C(=C(CN2[C@@H](C[C@@](CC2)(C(=O)O)CC2=NC(=C(C(=C2)C(=O)N2CCOCC2)F)NC2=NNC(=C2)C)C)C=CC1)F